(Z)-2-cyano-3-(3,4-dimethoxy-5-nitrophenyl)-3-hydroxy-N-ethylacrylamide C(#N)/C(/C(=O)NCC)=C(/O)\C1=CC(=C(C(=C1)[N+](=O)[O-])OC)OC